C1(=CC=CC=C1)C(C(=O)N1CC2=CC=C(C(=C2CC1C(=O)OCC)O)OC)C1=CC=CC=C1 Ethyl 2-(2,2-diphenylacetyl)-5-hydroxy-6-methoxy-1,2,3,4-tetrahydroisoquinoline-3-carboxylate